Benzyl 5-azido-3,6-di-O-benzyl-5-deoxy-β-D-glucofuranoside N(=[N+]=[N-])[C@@H]([C@@H]1[C@@H]([C@H]([C@H](OCC2=CC=CC=C2)O1)O)OCC1=CC=CC=C1)COCC1=CC=CC=C1